O1N=CC=C1[C@@H]1CN(C(C=2N(C1)N=C1C2CN([C@@H](C1)C)C(=O)OC(C)(C)C)=O)C |o1:5| (3R,8R*)-tert-butyl 8-(isoxazol-5-yl)-3,10-dimethyl-11-oxo-3,4,8,9,10,11-hexahydro-1H-pyrido[4',3':3,4]pyrazolo[1,5-a][1,4]diazepine-2(7H)-carboxylate